CSC(C)S 1-methylthioethanethiol